C(C1=CC=CC=C1)OC=1C2=C(C=3N(C1C(=O)OC)N=CN3)OC=C2 methyl 6-(benzyloxy)furo[2,3-c][1,2,4]triazolo[1,5-a]pyridine-5-carboxylate